NC1C2=CC=CC=C2CC12CCN(CC2)C=2NC(C1=C(N2)NN=C1C1=CCC(C=2C=CC(=CC12)C#N)(F)F)=O 8-(6-(1-amino-1,3-dihydrospiro[indene-2,4'-piperidine]-1'-yl)-4-oxo-4,5-dihydro-1H-pyrazolo[3,4-d]pyrimidin-3-yl)-5,5-difluoro-5,6-dihydronaphthalene-2-carbonitrile